ClC1=C(C=CC=C1)C1C(OC(O1)(C)C)CO (5-(2-chlorophenyl)-2,2-dimethyl-1,3-dioxolan-4-yl)methanol